C=C1C2CCC(C1=C)CC2 exo-2,3-bis(methylene)bicyclo[2.2.2]Octane